CC(C=O)CC\C=C(\CCC=C(C)C)/C (E)-2,6,10-trimethyl-undec-5,9-dienal